NC1=CC=C(COP(=O)([O-])[O-])C=C1 p-aminobenzyl-phosphate